COC1=CC=C(CN2C(C(=C3N2C=CC=C3)C(=O)NC3=C(C(=C(C(=C3F)F)C3=CC(=NC=C3)C(F)(F)F)F)F)=O)C=C1 1-(4-Methoxybenzyl)-2-oxo-N-(2,3,5,6-tetrafluoro-4-(2-(trifluoromethyl)pyridin-4-yl)phenyl)-1,2-dihydropyrazolo[1,5-a]pyridine-3-carboxamide